tri-i-propyl-1,1'-biphenyl C(C)(C)C1=C(C(=C(C=C1)C1=CC=CC=C1)C(C)C)C(C)C